2-(4-biphenyl)propionic acid CC(C1=CC=C(C=C1)C2=CC=CC=C2)C(=O)O